NCC1=CN=NN1C1=C(C=C(C=N1)NC(=O)C=1C=NN(C1C(F)(F)F)C1=C2C=CC=NC2=CC=C1)Cl N-(6-(5-(Aminomethyl)-1H-1,2,3-triazol-1-yl)-5-chloropyridin-3-yl)-1-(chinolin-5-yl)-5-(trifluoromethyl)-1H-pyrazol-4-carboxamid